Methyl-7-(difluoro(naphthalen-1-yl)methyl)-5-oxo-8-(3-(trifluoromethyl)phenyl)-2,3-dihydro-5H-thiazolo[3,2-a]pyridine-3-carboxylate COC(=O)C1CSC=2N1C(C=C(C2C2=CC(=CC=C2)C(F)(F)F)C(C2=CC=CC1=CC=CC=C21)(F)F)=O